COCCN1C(C=2C=C(C(=NC2C=C1)C)C(=O)NCC1=NC=CC=C1)=O 6-(2-methoxyethyl)-2-methyl-5-oxo-N-(pyridin-2-ylmethyl)-5,6-dihydro-1,6-naphthyridine-3-carboxamide